6'-(((1R)-3-((5-chloropyrimidin-2-yl)amino)-2,3-dihydro-1H-inden-1-yl)amino)-2H-[1,3'-bipyridin]-2-one ClC=1C=NC(=NC1)NC1C[C@H](C2=CC=CC=C12)NC1=CC=C(C=N1)N1C(C=CC=C1)=O